5-fluoro-2-(methoxycarbonyl)-3-methylpyridin-1-ium-1-olate FC=1C=C(C(=[N+](C1)[O-])C(=O)OC)C